C(#N)C=1C=C(CC2=CN=C(S2)NC(=O)C2=NN(C(CC2)=O)C)C=CC1 N-(5-(3-cyanobenzyl)thiazol-2-yl)-1-methyl-6-oxo-1,4,5,6-tetrahydropyridazine-3-carboxamide